S(=O)(=O)(O)C1=CC=C(C)C=C1.C(C1=CC=CC=C1)OC(CCN)=O beta-alanine benzyl ester tosylate